CCCCCCCCCCCC(=O)OOOC(C)(C)C t-butyl peroxy laurate